C12(CC3CC(CC(C1)C3)C2)CC(=O)O 2-((3s,5s,7s)-adamantan-1-yl)acetic acid